1-(2,4-difluorophenyl)-N-{6,7-dimethoxy-1H,2H,3H-cyclopenta[b]quinolin-9-yl}piperidin-4-amine FC1=C(C=CC(=C1)F)N1CCC(CC1)NC1=C2C(=NC=3C=C(C(=CC13)OC)OC)CCC2